lithium (2R,3R)-3-cyclopropyl-1-[(R)-2-methyl propane-2-sulfinyl]aziridine-2-carboxylate C1(CC1)[C@@H]1[C@@H](N1[S@](=O)C(C)(C)C)C(=O)[O-].[Li+]